(3-cyano-4-fluorophenyl)-5-(2-((1-(hydroxymethyl)cyclopropyl)amino)-2-oxoacetyl)-1,2,4-trimethyl-1H-pyrrole-3-carboxamide C(#N)C=1C=C(C=CC1F)NC(=O)C1=C(N(C(=C1C)C(C(=O)NC1(CC1)CO)=O)C)C